ethyl 7-[(3,3-difluoro-2-hydroxy-propoxy)methyl]imidazo[1,2-a]pyridine-3-carboxylate FC(C(COCC1=CC=2N(C=C1)C(=CN2)C(=O)OCC)O)F